P(=O)(OCCCCCCCCCCCCCCCOC(C=C)=O)(O)O acryloyloxypentadecyl dihydrogen phosphate